phenylbis(2-methyl-4-phenyl-indenyl)zirconium dichloride [Cl-].[Cl-].C1(=CC=CC=C1)[Zr+2](C1C(=CC2=C(C=CC=C12)C1=CC=CC=C1)C)C1C(=CC2=C(C=CC=C12)C1=CC=CC=C1)C